CC(C(=O)C1=CC=C(C=C1)S(=O)(=O)C)(C)OC(COC(COC(COC(COC(C)=O)=O)=O)=O)=O 2-methyl-1-[4-(methylsulfonyl)phenyl]-2-(2-acetoxyacetoxyacetoxyacetoxy-acetoxy)-1-propanone